[C@H]12CN(C[C@H](CC1)N2)C2=NC(=NC1=C(C(=CC=C21)C2=C1C=NNC1=CC=C2C)F)OCC21CCCN1CCC2 4-((1R,5S)-3,8-diazabicyclo[3.2.1]octan-3-yl)-8-fluoro-7-(5-methyl-1H-indazol-4-yl)-2-((tetrahydro-1H-pyrrolizin-7a(5H)-yl)methoxy)quinazoline